C(C1=CC=CC=C1)OC1(CCCCC1)CCN1C(N(C2(C1)CCC(CC2)(C2=CC=CC=C2)N(C)C)CC2CCC2)=O CIS-3-(2-(1-(benzyloxy)cyclohexyl)ethyl)-1-(cyclobutylmethyl)-8-(dimethylamino)-8-phenyl-1,3-diazaspiro[4.5]decan-2-one